N1-(8-amino-6-(4-ethylpyridin-3-yl)-2,7-naphthyridin-3-yl)cyclopropane-1,2-dicarboxamide NC=1N=C(C=C2C=C(N=CC12)NC(=O)C1C(C1)C(=O)N)C=1C=NC=CC1CC